C1(CC1)C1=NC=NC(=C1C1=NC(=CC(=N1)[C@H](C)O)OCC1=CC(=C(C=C1)C=1N(C=C(N1)C(F)(F)F)C)F)OC |o1:15| rel-(S)-1-(4'-cyclopropyl-6-((3-fluoro-4-(1-methyl-4-(trifluoromethyl)-1H-imidazol-2-yl)benzyl)oxy)-6'-methoxy-[2,5'-bipyrimidin]-4-yl)ethanol